FC(C(F)F)(F)OC 1,1,2,2-tetrafluoroethylmethylether